C(C1=CC=CC=C1)OC1=NNC(=C1)C(=O)OC methyl 3-(benzyloxy)-1H-pyrazole-5-carboxylate